(1S,2S)-N-(5-(5-chloro-7-(dimethylamino)-6-fluoro-1H-indazol-4-yl)pyrazolo[1,5-a]pyridin-2-yl)-2-fluorocyclopropane-1-carboxamide ClC=1C(=C2C=NNC2=C(C1F)N(C)C)C1=CC=2N(C=C1)N=C(C2)NC(=O)[C@H]2[C@H](C2)F